(2R,3R,4S,5S,6R)-6-(hydroxymethyl)tetrahydro-2H-pyran-2,3,4,5-tetraol OC[C@@H]1[C@H]([C@@H]([C@H]([C@@H](O1)O)O)O)O